C1(CCCC1)C1CNC(N1C=1C=C(C2=C(N=C(N=C2)S(=O)C)N1)C#C[Si](C(C)C)(C(C)C)C(C)C)=O 5-Cyclopentyl-1-{2-methanesulfinyl-5-[2-(triisopropylsilyl)ethynyl]pyrido[2,3-d]pyrimidin-7-yl}imidazolidin-2-one